N,N'-Di-methyl-p-phenylendiamin CNC1=CC=C(C=C1)NC